P(=O)(OCC1=C(C(=NN1C1=NC=CC(=C1)CC1=CC(=CC(=C1)C(F)(F)F)F)C)C(N)=O)(O)O (4-carbamoyl-1-(4-(3-fluoro-5-(trifluoromethyl)benzyl)pyridin-2-yl)-3-methyl-1H-pyrazol-5-yl)methyl dihydrogen phosphate